3-((S)-1-cyclopropylethyl)-6-(((S)-1-phenylethyl)amino)pyrimidine-2,4(1h,3h)-dione C1(CC1)[C@H](C)N1C(NC(=CC1=O)N[C@@H](C)C1=CC=CC=C1)=O